6-(5H-Imidazo[5,1-a]isoindol-5-yl)-5,6,7,8-tetrahydrophthalazin-5-ol C=1N=CN2C1C1=CC=CC=C1C2C2C(C=1C=NN=CC1CC2)O